1-trityl-4-acetylimidazole C(C1=CC=CC=C1)(C1=CC=CC=C1)(C1=CC=CC=C1)N1C=NC(=C1)C(C)=O